(1S,2S)-2-fluoro-N-(3-(5-methoxy-[1,2,4]triazolo[1,5-a]pyridin-6-yl)-1-((2-(trimethylsilyl)ethoxy)methyl)-1H-pyrrolo[2,3-b]pyridin-6-yl)cyclopropane-1-carboxamide F[C@@H]1[C@@H](C1)C(=O)NC1=CC=C2C(=N1)N(C=C2C=2C=CC=1N(C2OC)N=CN1)COCC[Si](C)(C)C